C(C1=CC=CC=C1)OCC1CCC(CO1)C(=O)N 6-((benzyloxy)methyl)tetrahydro-2H-pyran-3-carboxamide